ClC1=C(OCCNC(=O)Cl)C(=CC(=C1)Cl)Cl [2-(2,4,6-trichlorophenoxy)ethyl]carbamoyl chloride